tert-butyl ((1S,4r)-4-((S)-1-((4-(tert-butyl)phenyl)amino)ethyl)cyclohexyl)carbamate C(C)(C)(C)C1=CC=C(C=C1)N[C@@H](C)C1CCC(CC1)NC(OC(C)(C)C)=O